deca-phenoxycyclotetraphosphazene O(C1=CC=CC=C1)P1(N(P(N(P(=NPN1)(OC1=CC=CC=C1)OC1=CC=CC=C1)OC1=CC=CC=C1)(OC1=CC=CC=C1)(OC1=CC=CC=C1)OC1=CC=CC=C1)OC1=CC=CC=C1)(OC1=CC=CC=C1)OC1=CC=CC=C1